FC1=C(N=CC2=C1N=C(N=C2N2CC1CC(C(C2)C1)O)OC[C@]12CCCN2C[C@@H](C1)F)C1=CC(=C(C2=CC=CC=C12)C)O 3-(8-fluoro-2-(((2R,7aS)-2-fluorohexahydro-1H-pyrrolizin-7a-yl)methoxy)-7-(3-hydroxy-4-methylnaphthalen-1-yl)pyrido[4,3-d]pyrimidin-4-yl)-3-azabicyclo[3.2.1]octan-6-ol